(M)-7-(6-amino-3-fluoro-2-pyridinyl)-6-fluoro-1-(4-methyl-2-(2-propanyl)-3-pyridinyl)-4-((2S)-2-methyl-4-(2-propenoyl)-1-piperazinyl)pyrido[2,3-d]pyrimidin-2(1H)-one NC1=CC=C(C(=N1)C=1C(=CC2=C(N(C(N=C2N2[C@H](CN(CC2)C(C=C)=O)C)=O)C=2C(=NC=CC2C)C(C)C)N1)F)F